NC=1C=C2C=CN=C(C2=CC1)N(C(OC(C)(C)C)=O)C(=O)OC(C)(C)C tert-butyl (6-aminoisoquinolin-1-yl)(tert-butoxycarbonyl)carbamate